COC1=NC=C(C=N1)NCC1=NN(C(=C1)C(F)(F)F)C1OCCCC1 2-methoxy-N-((1-(tetrahydro-2H-pyran-2-yl)-5-(trifluoromethyl)-1H-pyrazol-3-yl)methyl)pyrimidin-5-amine